C(C1=CC=CC=C1)OC=1C=2C3=C(NC2C(=CC1)C)CCN(CC3)C(=O)OCC3=CC=CC=C3 Benzyl 10-(Benzyloxy)-7-methyl-1,4,5,6-tetrahydroazepino[4,5-b]indole-3(2H)-carboxylate